N-ethyl-N-(phenylsulfonyl)methacrylamide C(C)N(C(C(=C)C)=O)S(=O)(=O)C1=CC=CC=C1